C(C)(C)(C)OC(NC1=NC(=NC(=C1)NC1=C(C=CC=C1)OC)C(NC1CC2=CC=CC=C2C1)=O)=O (2-((2,3-dihydro-1H-inden-2-yl)carbamoyl)-6-((2-methoxyphenyl)amino)-pyrimidin-4-yl)carbamic acid tert-butyl ester